C[C@H]1N(CCCN(C1=O)C)CCOC1=CC=C(C=C1)C1=NC2=CC=C(C=C2C=C1)C=1C2=C(C(N(C1)C)=O)NC=C2 (R)-4-{2-[4-(2-(2,4-dimethyl-3-oxo-1,4-diazepan-1-yl)ethoxy)phenyl]quinolin-6-yl}-6-methyl-1H-pyrrolo[2,3-c]pyridin-7(6H)-one